ClCC=1C(=NC(=CC1C)C)C(F)(F)F 3-(Chloromethyl)-4,6-dimethyl-2-(trifluoromethyl)pyridine